3-(2-hydroxy-3-o-tolylaminopropyl)-1H-1,2,4-triazol-5(4H)-one OC(CC1=NNC(N1)=O)CNC1=C(C=CC=C1)C